diethyl 9-hydroxy-10-methoxy-2,2,17,17-tetramethyloctadecanedioate OC(CCCCCCC(C(=O)OCC)(C)C)C(CCCCCCC(C(=O)OCC)(C)C)OC